FCCN1CC2(C1)CC(C2)C(=O)NC=2N=CC1=CC=C(C=C1C2)C=2N=NN(C2)C 2-(2-fluoroethyl)-N-(6-(1-methyl-1H-1,2,3-triazol-4-yl)isoquinolin-3-yl)-2-azaspiro[3.3]heptane-6-carboxamide